octacosdiene C=CC=CCCCCCCCCCCCCCCCCCCCCCCCC